C1(CCCC1)NC([O-])=O (cyclopentyl)carbamate